iminoglucose N=C([C@H]([C@H]([C@@H]([C@H](C=O)O)O)O)O)O